C12(CC(C1)C2)NC(O[C@H]2[C@H](C[C@H](C2)C2=CC(=NN2)NC(=O)C2=CC(=NN2C)OCC(F)F)C)=O |o1:8,9,11| rel-(1R,2S,4R)-4-(3-(3-(2,2-difluoroethoxy)-1-methyl-1H-pyrazole-5-carboxamido)-1H-pyrazol-5-yl)-2-methylcyclopentyl bicyclo[1.1.1]pentan-1-ylcarbamate